N-(4,6-difluorobenzo[d]thiazol-2-yl)-2,6-difluoro-4-(piperazin-1-yl)benzamide FC1=CC(=CC2=C1N=C(S2)NC(C2=C(C=C(C=C2F)N2CCNCC2)F)=O)F